4-(p-Aminophenoxy)-butyric acid NC1=CC=C(OCCCC(=O)O)C=C1